5-(2-(2-Azaspiro[3.3]Heptan-6-Yl)Ethoxy)-2-(2,6-Dioxopiperidin-3-Yl)Isoindoline-1,3-Dione C1NCC12CC(C2)CCOC=2C=C1C(N(C(C1=CC2)=O)C2C(NC(CC2)=O)=O)=O